acryloyloxy amyl thiophosphate P(=S)(OOC(C=C)=O)(OCCCCC)[O-]